FC(C1=CC=C(C=C1)NC(=O)NC1=CNC=2C1=NC(=CC2)C#C[Si](C)(C)C)(F)F 1-(4-(trifluoromethyl)phenyl)-3-(5-((trimethylsilyl)ethynyl)-1H-pyrrolo[3,2-b]pyridin-3-yl)urea